((3S,4S)-3-hydroxy-4-cyanopyrrol-1-yl)-6-(6-(trifluoromethyl)pyridin-2-yl)-N-(2-(trifluoromethyl)pyridin-4-yl)-1,3,5-triazin-2-amine OC1=CN(C=C1C#N)C1=NC(=NC(=N1)C1=NC(=CC=C1)C(F)(F)F)NC1=CC(=NC=C1)C(F)(F)F